N-(1-(2-(2,2-difluoroethoxy)ethyl)-3-(pyridin-2-yl)-1H-pyrazol-4-yl)-2-(1H-pyrazol-4-yl)thiazole-4-carboxamide FC(COCCN1N=C(C(=C1)NC(=O)C=1N=C(SC1)C=1C=NNC1)C1=NC=CC=C1)F